BrC1=CC2=C(C3=C(O2)C=C(C=C3)C(=O)OC)C=C1 methyl 7-bromodibenzo[b,d]furan-3-carboxylate